C(=O)(OC1=CC=CC=2NN=NC21)OC2=CC=CC=1NN=NC12 carbonyldioxy-di-1,2,3-benzotriazole